F[C@H]1[C@H](N(C1)C(=O)OC(C)(C)C)CNS(NC)(=O)=O tert-butyl (2R,3R)-3-fluoro-2-(((N-methylsulfamoyl)amino)methyl)azetidine-1-carboxylate